C(C)(C)(C)OC(=O)N[C@H]1CSC2=C(N(C1=O)CC1=CC=C(C=C1)Cl)C=C(C(=C2)F)C2=NN=C(O2)OC(CC)=O 5-[(3R)-3-(tert-butoxycarbonylamino)-5-[(4-chlorophenyl)methyl]-8-fluoro-4-oxo-2,3-dihydro-1,5-benzothiazepin-7-yl]1,3,4-oxadiazol-2-ylpropanoate